5-methyloctadecadienol CC(C=CC=CO)CCCCCCCCCCCCC